2,6-dimethyl-2,5,7-octatrien-4-one CC(C)=CC(C=C(C=C)C)=O